(2-hydroxybenzyl)glycine OC1=C(CNCC(=O)O)C=CC=C1